COC(=O)C1=CC=C(C(=N1)C=1C=NC=CC1)Br bromo-[2,3'-bipyridine]-6-Carboxylic acid methyl ester